Bis(2,4,6-trimethyl-benzoyl)phenylphosphine oxide CC1=C(C(=O)P(C2=CC=CC=C2)(C(C2=C(C=C(C=C2C)C)C)=O)=O)C(=CC(=C1)C)C